2,2,2-trifluoro-1-[(2S,5R)-2-(4-fluorophenyl)-5-methyl-piperazin-1-yl]ethanone FC(C(=O)N1[C@H](CN[C@@H](C1)C)C1=CC=C(C=C1)F)(F)F